(1-(4-aminopyrimidin-2-yl)-4-methoxypiperidin-4-yl)methanol NC1=NC(=NC=C1)N1CCC(CC1)(OC)CO